N-((S)-1-(4-(2H-Tetrazol-5-yl)phenyl)ethyl)-4-((R)-3-(3-(trifluoromethyl)phenoxy)pyrrolidin-1-yl)tetrahydro-2H-pyran-4-carboxamide, hydrochloride Cl.N=1NN=NC1C1=CC=C(C=C1)[C@H](C)NC(=O)C1(CCOCC1)N1C[C@@H](CC1)OC1=CC(=CC=C1)C(F)(F)F